2-(3-acetylpyrazin-2-yl)-6-isopropylidene-4-methyl-1,3,4-oxadiazin-5-one C(C)(=O)C=1C(=NC=CN1)C=1OC(C(N(N1)C)=O)=C(C)C